COC1=NC=CC(=C1)NC(CN(C(OC(C)(C)C)=O)C)=O tert-butyl (2-((2-methoxypyridin-4-yl)amino)-2-oxoethyl)(methyl)carbamate